CC1=CC=C(C=C1)S(=O)(=O)OCCC(CCOCC1=CC=C(C=C1)OC)OS(=O)(=O)C1=CC=C(C=C1)C 5-[(4-methoxyphenyl)methoxy]pentane-1,3-diyl bis(4-methylbenzene-1-sulfonate)